trans-4-[(4-chlorobenzyl)oxy]-N-[2-fluoro-3-(4-methyl-6-oxo-1,6-dihydropyrimidin-2-yl)-4-(trifluoromethyl)benzyl]cyclohexane-1-carboxamide ClC1=CC=C(CO[C@@H]2CC[C@H](CC2)C(=O)NCC2=C(C(=C(C=C2)C(F)(F)F)C=2NC(C=C(N2)C)=O)F)C=C1